(4-((8-methoxy-5H-pyrido[3,2-b]indol-5-yl)methyl)benzyl)phosphonic acid COC1=CC=2C3=C(N(C2C=C1)CC1=CC=C(CP(O)(O)=O)C=C1)C=CC=N3